(2-cyclopropoxy-4-fluorophenyl){6-[5-(5-fluoro-2-tolyl)-3-methyl-1-pyrazolyl]-2-aza-2-spiro[3.3]heptyl}methanone C1(CC1)OC1=C(C=CC(=C1)F)C(=O)N1CC2(C1)CC(C2)N2N=C(C=C2C2=C(C=C(C=C2)F)C)C